N-((5-(5-(difluoromethyl)-1,3,4-oxadiazol-2-yl)pyridin-2-yl)methyl)-N-(4-fluorophenyl)thiomorpholine-4-carboxamide 1,1-dioxide FC(C1=NN=C(O1)C=1C=CC(=NC1)CN(C(=O)N1CCS(CC1)(=O)=O)C1=CC=C(C=C1)F)F